CN(C(C)=O)CC1=CC=C(C=C1)S(=O)(=O)Cl 4-((N-methylacetamido)methyl)benzenesulfonyl chloride